dithietol S1SC(=C1)O